C(C)(C)(C)OC(=O)NCCOCCC(=O)ON1C(CCC1=O)=O (2,5-dioxopyrrolidin-1-yl) 3-[2-(tert-butoxycarbonylamino)ethoxy]propanoate